3-(4-((2-(4-propylphenoxy)benzyl)oxy)phenyl)propionic acid C(CC)C1=CC=C(OC2=C(COC3=CC=C(C=C3)CCC(=O)O)C=CC=C2)C=C1